N-[[(2S)-2-(3-cyanophenyl)oxetan-2-yl]methyl]-2-(5-methyl-2-furyl)cyclopropanecarboxamide C(#N)C=1C=C(C=CC1)[C@]1(OCC1)CNC(=O)C1C(C1)C=1OC(=CC1)C